N-(3,6-dimethyl-9H-xanthen-9-yl)-2',6-dioxo-2-(trifluoromethyl)-1,1',2',6-tetrahydro-[3,4'-bipyridine]-5-carboxamide CC=1C=CC=2C(C3=CC=C(C=C3OC2C1)C)NC(=O)C1=CC(=C(NC1=O)C(F)(F)F)C1=CC(NC=C1)=O